C1(CCCC1)N1C(C=2N(C=3C=CC(=CC3C2C)F)C(=C1)C(=O)NC[C@H]1N(CCC1)C(C)C)=O (S)-2-cyclopentyl-8-fluoro-N-((1-isopropylpyrrolidin-2-yl)methyl)-10-methyl-1-oxo-1,2-dihydropyrazino[1,2-a]indole-4-carboxamide